CC=1C=CC=C2C=CC=C(C12)N1CC=2N=C(N=C(C2CC1)N1C[C@@H](NCC1)CC#N)OC[C@H]1N(CCC1)C 2-[(2S)-4-[7-(8-methyl-1-naphthyl)-2-[[(2S)-1-methylpyrrolidin-2-yl]methoxy]-6,8-dihydro-5H-pyrido[3,4-d]pyrimidin-4-yl]piperazin-2-yl]acetonitrile